(4-methoxy-2-methylphenyl)-6-methyl-4-[(1-methylcyclopropyl)amino]furo[2,3-d]pyrimidine-5-carboxamide COC1=CC(=C(C=C1)C=1N=C(C2=C(N1)OC(=C2C(=O)N)C)NC2(CC2)C)C